7-methyl-2-((7-methyl-[1,2,4]triazolo[1,5-a]pyridin-6-yl)amino)-9-(spiro[2.5]octan-6-yl)-7,9-dihydro-8H-purin-8-one CN1C(N(C2=NC(=NC=C12)NC=1C(=CC=2N(C1)N=CN2)C)C2CCC1(CC1)CC2)=O